OC1(CN(CCC1)CC1(CCC1)CNC(=O)C1=CC2=C(S1)CCCCCC2)C N-[[1-[(3-hydroxy-3-methylpiperidin-1-yl)methyl]cyclobutyl]methyl]-4,5,6,7,8,9-hexahydrocycloocta[b]thiophene-2-carboxamide